[Ti].N[C@@H](CS)C(=O)O cysteine titanium